2-chloro-N-[6-(1-hydroxy-1-methylethyl)-2-phenyl-2H-pyrazolo[4,3-b]pyridin-3-yl]-5-pyrimidin-2-yl-4-(trifluoromethyl)benzamide ClC1=C(C(=O)NC=2N(N=C3C2N=CC(=C3)C(C)(C)O)C3=CC=CC=C3)C=C(C(=C1)C(F)(F)F)C1=NC=CC=N1